C[Si]1(N(CCC1)CCCC[Si](OCC)(C)C)C 2,2-dimethyl-1-(4-dimethylethoxysilylbutyl)-1-aza-2-silacyclopentane